C(C)(=O)N1CCC(CC1)NCC1=C(C(=NC=C1)NC=1C(=C(C=CC1)C1=C(C(=NC=C1)C1=CC(=C(CNC[C@@H]2CCC(N2)=O)C(=C1)OC)F)Cl)Cl)F (S)-5-(((4-(4-(3-((4-(((1-acetylpiperidin-4-yl)amino)methyl)-3-fluoropyridin-2-yl)amino)-2-chlorophenyl)-3-chloropyridin-2-yl)-2-fluoro-6-methoxybenzyl)amino)methyl)pyrrolidin-2-one